BrC1=NC=CC(=C1)OC1=C(C=O)C(=CC=C1)O 2-[(2-bromopyridin-4-yl)oxy]-6-hydroxybenzaldehyde